ethyl 6-(4-bromo-3-methylphenyl)-4-oxo-4,5-dihydropyrazolo[1,5-a]pyrazine-2-carboxylate BrC1=C(C=C(C=C1)C=1NC(C=2N(C1)N=C(C2)C(=O)OCC)=O)C